C(C)OC1=NC2=C(N1CCNC(=O)C1CCCCC1)C=C(C=C2)OC Cyclohexanecarboxylic acid [2-(2-ethoxy-6-methoxybenzoimidazol-1-yl)ethyl]amide